C(C)(C)(C)CN(C(=O)OC[C@@H]1[C@H]([C@H]([C@@H](O1)N1C=C(C=2C(=O)NC(N)=NC12)I)O)O)C1CCN(CC1)CC1=CC=C(C=C1)Br 7-deaza-7-iodoguanosine tert-butyl-N-[1-[(4-bromophenyl)methyl]-4-piperidyl]-N-methyl-carbamate